3-bromo-5-[1-(trifluoromethyl)cyclopropyl]-1H-pyrazole BrC1=NNC(=C1)C1(CC1)C(F)(F)F